FC(C(=O)O)(F)F.O=C1NC(CC[C@@H]1C1=C(C=C(C=C1F)N1C[C@@H](CC1)C(=O)O)F)=O |o1:13| (R)-1-(4-((R or S)-2,6-dioxopiperidin-3-yl)-3,5-difluorophenyl)pyrrolidine-3-carboxylic acid trifluoroacetate